di-n-propylsilanediol C(CC)[Si](O)(O)CCC